C(C)P(C1=C(SC=C1P(CC)CC)CC)CC 3,4-bis(diethyl-phosphino)-2-ethylthiophene